FC=1C=C(C=C(C1)F)[C@@H]1CC[C@H]2OC3(C(N21)=O)CCN(CC3)C(=O)C=3C2=C(N=CN3)CCC2 (5'S,7a'R)-5'-(3,5-difluorophenyl)-1-(6,7-dihydro-5H-cyclopenta[d]pyrimidine-4-carbonyl)-tetrahydro-3'H-spiro-[piperidine-4,2'-pyrrolo-[2,1-b][1,3]-oxazol]-3'-one